[O-]CCCC.[Sb+3].[O-]CCCC.[O-]CCCC antimony n-butoxide